C1(=CC=CC2=CC=CC=C12)C=1N(C2=NC=NC(=C2N1)NNCC1=CC=C(N(CC2=NC=CC=C2)CC2=NC=CC=C2)C=C1)C1=CC=CC2=CC=CC=C12 (Z)-4-((2-(8,9-di(naphthalene-1-yl)-9H-purin-6-yl)hydrazino)methyl)-N,N-bis(pyridin-2-ylmethyl)aniline